C(C)(=O)OOC1=NN(C(=C1CC)C1=CC=C(C=C1)C)C1=CC=C(C=C1)F Ethyl-{[1-(4-fluorophenyl)-5-(4-methylphenyl)-1H-pyrazol-3-yl] oxy} acetat